F[C@]1(CN(CC[C@H]1O)C1=NC=CC(=N1)NC=1N=CC2=C(C=CC(=C2C1)C(C)C)N1CC(C1)C#N)C 1-(3-((2-((3S,4R)-3-fluoro-4-hydroxy-3-methylpiperidin-1-yl)pyrimidin-4-yl)amino)-5-isopropylisoquinolin-8-yl)azetidine-3-carbonitrile